6,7-Dimethoxy-4-(3,4-dimethoxyphenoxy)quinoline COC=1C=C2C(=CC=NC2=CC1OC)OC1=CC(=C(C=C1)OC)OC